2-hydroxymethyl-5-methoxy-4H-pyran OCC=1OC=C(CC1)OC